FC1=C(C=C(C(=C1)C1=NC2=CC=C(C=C2C=C1)C(F)(F)F)C)N1C(C=2N(CC1)N=CC2C)=O 5-(2-fluoro-5-methyl-4-(6-(trifluoromethyl)quinolin-2-yl)phenyl)-3-methyl-6,7-dihydropyrazolo[1,5-a]pyrazin-4(5H)-one